C(C)S(=O)(=O)NC1CCC(CC1)CNC[C@H]1CN(CC1)C1=NC=NC=C1OC1=C(C(=O)N(C(C)C)C(C)C)C=C(C=C1)F 2-((4-((S)-3-(((((1r,4S)-4-(ethanesulfonamido)cyclohexyl)methyl)amino)methyl)pyrrolidine-1-yl)pyrimidin-5-yl)oxy)-5-fluoro-N,N-diisopropylbenzamide